C=C(C)C1=NC(=C2C(=N1)NN=C2)NC=2N=CN(C2)C2=CC(=C(C(=C2)OC)OC)OC 6-(prop-1-en-2-yl)-N-(1-(3,4,5-trimethoxyphenyl)-1H-imidazol-4-yl)-1H-pyrazolo[3,4-d]pyrimidin-4-amine